3-(1-cyclopropyl)-5,6-dimethyl-7H-[1,2,4]triazolo[4,3-a]pyrazin-8-one C1(CC1)C1=NN=C2N1C(=C(NC2=O)C)C